C(C)(C)[S@@](=O)N1CC=2NC3=CC=CC=C3C2CC1C 2-((R)-isopropylsulfinyl)-3-methyl-2,3,4,9-tetrahydro-1H-pyrido[3,4-b]indole